COCCOC1CN(C1)C(=O)O[C@@H]1CC[C@H](CC1)C(N(C[C@@H]1CC[C@H](CC1)C1=NC(=C(C=C1)OC)C)C1=NC=CC(=C1)C=1N=C(OC1)C1CC1)=O trans-4-((4-(2-Cyclopropyloxazol-4-yl) pyridine-2-yl)((trans-4-(5-methoxy-6-methylpyridin-2-yl)cyclohexyl)methyl) carbamoyl)cyclohexyl 3-(2-methoxyethoxy)azetidine-1-carboxylate